ClC1=C2C(=NC=C1C#N)N[C@@H](C2)C (R)-4-chloro-2-methyl-2,3-dihydro-1H-pyrrolo[2,3-b]pyridine-5-carbonitrile